BrC=1C=C(SC1)CO[Si](C(C)C)(C(C)C)C(C)C [(4-Bromo-2-thienyl)methoxy](triisopropyl)silane